ClC1=CC2=C(N(C(N=C2N2[C@H](CN(CC2)C(=O)OC(C)(C)C)C)=O)C2=C(C=CC=C2C=C)C(C)C)N=C1C1=C(C=CC=C1O)F (3S)-tert-butyl 4-(6-chloro-7-(2-fluoro-6-hydroxyphenyl)-1-(2-isopropyl-6-vinylphenyl)-2-oxo-1,2-dihydropyrido[2,3-d]pyrimidin-4-yl)-3-methylpiperazine-1-carboxylate